C1N(CC12C=CN=CC2)C2=NN=C(S2)C2=NC=CC(=C2)C2=C(C(=NC(=C2OC)C)Cl)C(=O)N 5-(2,7-diazaspiro[3.5]nonadien-2-yl)-1,3,4-thiadiazol-2-yl-2-chloro-5-methoxy-6-methyl-4,4'-bipyridin-3-carboxamide